[Cl-].[SH3+].OC(C[S+](CC[C@H](N)C(=O)O)C)COCCOCCOCCOC.[Cl-] S-(2-hydroxy-4,7,10,13-tetraoxatetradecyl)-L-methionine Sulfonium Chloride